4-(2-(3-chloro-4-(6-(1-methylcyclopropoxy)-9-((4-methylpyridin-2-yl)methyl)-9H-purin-8-yl)phenoxy)ethyl)morpholin-3-one ClC=1C=C(OCCN2C(COCC2)=O)C=CC1C=1N(C2=NC=NC(=C2N1)OC1(CC1)C)CC1=NC=CC(=C1)C